C(C=C)NC1=C(C=C(C=C1)S(F)(F)(F)(F)F)Br N-allyl-2-bromo-4-(pentafluoro-lambda6-sulfanyl)aniline